ClC1=C(C=CC=C1C1=C(C(=NC=C1)C1=CC=C2C(=CN(C2=C1)C)CNCCOC)Cl)C1=CC=C(C(=N1)OC)CNC[C@H]1CCC(N1)=O (R)-5-((((6-(2-chloro-3-(3-chloro-2-(3-(((2-methoxyethyl)amino)methyl)-1-methyl-1H-indol-6-yl)pyridin-4-yl)phenyl)-2-methoxypyridin-3-yl)methyl)amino)methyl)pyrrolidin-2-one